C(C)(C)(C)C1=CC(=NO1)C[C@@H]1[C@@H]([C@H]([C@H]([C@H](O1)CO)O)N1N=NC(=C1)C1=CC(=C(C=C1)C)F)OC (2R,3R,4S,5R,6R)-6-((5-(tert-butyl)isoxazol-3-yl)methyl)-4-(4-(3-fluoro-4-methylphenyl)-1H-1,2,3-triazol-1-yl)-2-(hydroxymethyl)-5-methoxytetrahydro-2H-pyran-3-ol